3-(2-methyl-2H-indazol-5-yl)-N-(2-(4-methylpiperazin-1-yl)pyridin-4-yl)-1H-pyrrolo[2,3-b]pyridin-5-amine CN1N=C2C=CC(=CC2=C1)C1=CNC2=NC=C(C=C21)NC2=CC(=NC=C2)N2CCN(CC2)C